(R)-8-(6-amino-5-((2-amino-3-chloropyridin-4-yl)thio)-3-methylpyrazin-2-yl)-2-methylene-8-azaspiro[4.5]decan-1-amine NC1=C(N=C(C(=N1)N1CCC2(CCC([C@H]2N)=C)CC1)C)SC1=C(C(=NC=C1)N)Cl